CN(C)CC1=C(C=CC(=N1)NC=1C=CC(=C2CNC(C12)=O)C1=CN=C2N1C=CC(=C2)F)[C@H]2COCC2 (S)-7-((6-((dimethylamino)methyl)-5-(tetrahydrofuran-3-yl)pyridin-2-yl)amino)-4-(7-fluoroimidazo[1,2-a]pyridin-3-yl)isoindolin-1-one